NC1=CC=C(C(C(=O)[O-])=C1)O 5-aminosalicylate